FC(C(F)(F)F)([Si](C(C(F)(F)F)(F)F)(C(C(F)(F)F)(F)F)C(C(C(C(C(C(C(C(F)(F)F)(F)F)(F)F)(F)F)(F)F)(F)F)(F)F)(F)F)F perfluorooctyl-triethyl-silane